octahydrodipyrrolo[1,2-a:1',2'-d]pyrazine-5,10-dione C1CCN2C1C(N1C(C2=O)CCC1)=O